4-(4-(pentadec-3-en-6-yloxy)phenyl)butan-2-one CCC=CCC(CCCCCCCCC)OC1=CC=C(C=C1)CCC(C)=O